2-((1r,2s)-1-(2-cyano-5-(trifluoromethyl)phenyl)-1-(1-methyl-1H-pyrazol-4-yl)propan-2-yl)-5-hydroxy-N-(isoxazol-4-yl)-1-methyl-6-oxo-1,6-dihydropyrimidine-4-carboxamide C(#N)C1=C(C=C(C=C1)C(F)(F)F)[C@@H]([C@H](C)C=1N(C(C(=C(N1)C(=O)NC=1C=NOC1)O)=O)C)C=1C=NN(C1)C